1-(3,5-dibenzyl-2-hydroxyphenyl)propan-2-one C(C1=CC=CC=C1)C=1C(=C(C=C(C1)CC1=CC=CC=C1)CC(C)=O)O